N\C(=C/C(=O)C1=CC=CC=C1)\C1=CC2=CC=CC=C2C=C1 (2Z)-3-amino-3-(naphthalen-2-yl)-1-phenylpropan-2-en-1-one